O1CC(=CC1)C=1C=C2N(N=CC=C2N2CC3CCC(C2)N3C(=O)[C@H]3[C@@H](C3)F)C1 (3-(6-(2,5-dihydrofuran-3-yl)pyrrolo[1,2-b]pyridazin-4-yl)-3,8-diazabicyclo[3.2.1]octan-8-yl)((1S,2R)-2-fluorocyclopropyl)methanone